1,2,4-oxathiazine-2,2-dioxide O1S(C=NC=C1)(=O)=O